ClC1=C(C=CC=C1)\C=C\C L-1-(2-chlorophenyl)-trans-1-propene